L-N-Boc-tyrosine C(=O)(OC(C)(C)C)N[C@@H](CC1=CC=C(C=C1)O)C(=O)O